C(C)(C)(C)OC(=O)N1CCN(CCN(CCNCC1)C(=O)OC(C)(C)C)C(=O)OC(C)(C)C 1,4,7-tri-tert-butoxycarbonyl-1,4,7,10-tetraazacyclododecane